BrCC=1C(=C(O[C@@H](C(=O)OC)C)C=CC1)Cl (R)-Methyl 2-(3-(bromomethyl)-2-chlorophenoxy)propanoate